CC1=C(C=CC(=C1C)F)O 2,3-dimethyl-4-fluorophenol